COC1=CC=C(C=C1)CN1C(N(CCC1=O)C=1C=C(C=CC1)C=1CCN(CC1)C(=O)OC(C)(C)C)=O tert-butyl 4-[3-[3-[(4-methoxyphenyl) methyl]-2,4-dioxohexahydropyrimidin-1-yl] phenyl]-3,6-dihydro-2H-pyridine-1-carboxylate